C(C=C)(=O)OCCC(CC)OC1=CC=C(C=C1)C(C1=CC=CC=C1)=O 3-(4-benzoylphenoxy)pentyl acrylate